(4S,5S)-ethyl 5-(2,4-dichlorothiazol-5-yl)-2,2-dimethyl-1,3-dioxolan-4-carboxylate ClC=1SC(=C(N1)Cl)[C@@H]1[C@H](OC(O1)(C)C)C(=O)OCC